C(C)(C)OC1=NN2C(C3=CC=CC=C13)=NN=N2 6-Isopropoxytetrazolo[5,1-a]phthalazine